4-(3-chloro-2-methylphenyl)-1-(4-(3,4-dichlorophenyl)-5-(isopropylthio)thiazol-2-yl)-3-methyl-1H-pyrazole-5-carboxylic acid ClC=1C(=C(C=CC1)C=1C(=NN(C1C(=O)O)C=1SC(=C(N1)C1=CC(=C(C=C1)Cl)Cl)SC(C)C)C)C